8-chloro-5-((2-(2-((5-chloro-6-oxo-1,6-dihydropyridazin-4-yl)oxy)ethyl)-2-azaspiro[3.3]heptan-6-yl)oxy)-3,4-dihydroisoquinolin-1(2H)-one ClC=1C=CC(=C2CCNC(C12)=O)OC1CC2(CN(C2)CCOC=2C=NNC(C2Cl)=O)C1